2-(4-((2-methoxy-1-phenylethyl)(methyl)amino)butyl)-4-phenylpyridazin COCC(C1=CC=CC=C1)N(CCCCN1NC=CC(=C1)C1=CC=CC=C1)C